ClC1=CC=C(OC2=C(C=C(C=C2F)S(=O)(=O)N2C3(CN(CC2CC3)C(=O)OCCCl)C(=O)OCC)F)C=C1 3-(2-chloroethyl) 1-ethyl 8-((4-(4-chlorophenoxy)-3,5-difluorophenyl)sulfonyl)-3,8-diazabicyclo[3.2.1]octane-1,3-dicarboxylate